(S)-6-(1-amino-1,3-dihydro-spiro[inden-2,4'-piperidin]-1'-yl)-3-(1-(2-(trifluoromethoxy)phenyl)vinyl)-1,5-dihydro-4H-pyrazolo[3,4-d]pyrimidin-4-one N[C@@H]1C2=CC=CC=C2CC12CCN(CC2)C=2NC(C1=C(N2)NN=C1C(=C)C1=C(C=CC=C1)OC(F)(F)F)=O